C1(=C(C=CC=C1)C(C1=CC=CC=C1)S)C alpha-(o-tolyl)benzyl thiol